BrC=1C=C2C(=NNC2=CC1)C(=O)NCC1=CC=C(C=C1)C(NC)=O 5-bromo-N-(4-(methylcarbamoyl)benzyl)-1H-indazole-3-carboxamide